4-{6-[m-(benzylaminosulfonyl)phenyl]-1,3,5-triaza-4-naphthyl}-1-isopropyl-2-piperazinone C(C1=CC=CC=C1)NS(=O)(=O)C=1C=C(C=CC1)C=1N=C2C(=NC=NC2=CC1)N1CC(N(CC1)C(C)C)=O